5-methyl-4-oxo-7-{3-[(pyridin-3-ylamino)methyl]azetidin-1-yl}-1-(1,2,4-thiadiazol-5-yl)-1,4-dihydro-1,8-naphthyridine-3-carboxylic acid CC1=C2C(C(=CN(C2=NC(=C1)N1CC(C1)CNC=1C=NC=CC1)C1=NC=NS1)C(=O)O)=O